CC(=O)N[C@@H]1[C@H]([C@H]([C@H](O[C@@H]1O[C@H]2[C@H]([C@@H]([C@H](O[C@@H]2OC[C@@H]3[C@H]([C@@H]([C@H]([C@H](O3)O[C@@H]4[C@@H]([C@H]([C@H](O[C@@H]4C(=O)O)O[C@H]5[C@@H]([C@H](O[C@@H]([C@H]5O)O[C@@H]6[C@@H]([C@H](O[C@@H]([C@H]6O[C@H]7[C@@H]([C@H]([C@@H]([C@H](O7)CO)O)O)O)[C@H](CO)O)O[C@@H]8[C@@H](C[C@@](O[C@@H]8[C@@H](CO[C@@H]9[C@@H]([C@H]([C@H](CO9)N)O)O)O)(C(=O)O)O)O[C@@]1(C[C@H]([C@H]([C@H](O1)[C@@H](CO)O)O)O)C(=O)O)O)[C@H](CO[C@@H]1[C@H]([C@H]([C@@H]([C@H](O1)[C@H](CO)O)O)O)O)OP(=O)(O)OCCN)O)O[C@@H]1[C@H]([C@H]([C@@H]([C@H](O1)[C@@H](CO)O)O)O)O[C@@H]1[C@H]([C@H]([C@@H]([C@H](O1)[C@H](CO)O)O)O)O)O)NC(=O)CN)O)O)[C@@H](CO)O)O)O)CO)O[C@@H]1[C@@H]([C@H]([C@@H]([C@H](O1)CO)O)O)O)O The molecule is an oligosaccharide derivative that is a tetradecasaccharide derivative, the oligosaccharide portion of the Proteus penneri strains 7, 14 and 21 lipopolysaccharide (LPS) core region.